FC1=C2C=NN(C2=CC(=C1)B1OC(C(O1)(C)C)(C)C)C 4-fluoro-1-methyl-6-(4,4,5,5-tetramethyl-1,3,2-dioxaborolan-2-yl)indazole